1-mercapto-2-methyl-1-(o-tolyl)propan-2-ol SC(C(C)(O)C)C1=C(C=CC=C1)C